2-(Cyclobutylamino)pyridine-4-carboxylic acid C1(CCC1)NC1=NC=CC(=C1)C(=O)O